(1R,3a'R,5S,6a'R)-3-benzoyl-1',1',4-trimethyl-3a',5-bis(3-methylbut-2-en-1-yl)-6',6a'-dihydro-1'H,3'H-spiro[cyclohexane-1,5'-cyclopenta[c]furan] C(C1=CC=CC=C1)(=O)C1C[C@@]2(C[C@@]3([C@H](C(OC3)(C)C)C2)CC=C(C)C)C[C@@H](C1C)CC=C(C)C